4-(4-bromo-3-fluorophenyl)-3,6-dihydropyridin-1(2H)-carboxylic acid tert-butyl ester C(C)(C)(C)OC(=O)N1CCC(=CC1)C1=CC(=C(C=C1)Br)F